CN(C=1C=C2C(=CC=NC2=CC1)NC1=NC=C(C=C1)C=1NC=2C(=NC(=CC2)NC2=CC(=NC=C2)C)N1)C N6,N6-dimethyl-N4-(5-(5-((2-methylpyridin-4-yl)amino)-1H-imidazo[4,5-b]pyridin-2-yl)pyridin-2-yl)quinoline-4,6-diamine